NC1=C(C=C(C=C1N1CCN(CC1)C(C(C)C)=O)Br)NC1=NN=C(S1)C(=O)OCC ethyl 5-({2-amino-5-bromo-3-[4-(2-methylpropanoyl)piperazin-1-yl] phenyl}amino)-1,3,4-thiadiazole-2-carboxylate